C1(=CC=CC=C1)C1=NC(=NC(=N1)C1=CC=CC=C1)C=1C=CC=CC1 5-(4,6-diphenyl-1,3,5-triazin-2-yl)benzene